9-cyclopropyl-10-fluoro-2-(4-(methoxymethyl)-1H-imidazol-1-yl)-7,8-dihydro-[1,4]diazepino[7,1-a]isoquinolin-5(4H)-one C1(CC1)C1=C2CCN3C(C2=CC=C1F)=CC(=NCC3=O)N3C=NC(=C3)COC